4-chloro-N-[(1S,2S)-2-hydroxycyclohexyl]-3-({[5-(pyrimidin-2-yl)pyridin-3-yl]methyl}amino)benzamide Methyl-6-(3-(adamantan-1-yl)-4-hydroxyphenyl)-2-naphthoate COC(=O)C1=CC2=CC=C(C=C2C=C1)C1=CC(=C(C=C1)O)C12CC3CC(CC(C1)C3)C2.ClC2=C(C=C(C(=O)N[C@@H]3[C@H](CCCC3)O)C=C2)NCC=2C=NC=C(C2)C2=NC=CC=N2